OB1OCC2=C1C=CC(=C2)\C=N\N(C=2C1=C(N=CN2)N=C(S1)SC)CC(C)C N-[(E)-(1-Hydroxy-3H-2,1-benzoxaborol-5-yl)methylenamino]-N-isobutyl-2-methylsulfanyl-thiazolo[4,5-d]pyrimidin-7-amin